(2S)-2-[(4-bromo-3-fluorophenyl)oxy]propionic acid ethyl ester C(C)OC([C@H](C)OC1=CC(=C(C=C1)Br)F)=O